1-(2-naphthoylmethyl)thiophene trifluoromethanesulfonate FC(S(=O)(=O)O)(F)F.C1=C(C=CC2=CC=CC=C12)C(=O)CS1C=CC=C1